tris-(8-hydroxyquinoline) aluminium [Al].OC=1C=CC=C2C=CC=NC12.OC=1C=CC=C2C=CC=NC12.OC=1C=CC=C2C=CC=NC12